FC=1C=C2CCC(C2=C(C1B1OC(C(O1)(C)C)(C)C)F)NC(OC(C)(C)C)=O tert-butyl (5,7-difluoro-6-(4,4,5,5-tetramethyl-1,3,2-dioxaborolan-2-yl)-2,3-dihydro-1H-inden-1-yl)carbamate